N-(2-(4-((1R,3R)-3-aminocyclobutane-1-carbonyl)piperazine-1-yl)-5-(trifluoromethyl)pyridin-3-yl)acetamide hydrochloride Cl.NC1CC(C1)C(=O)N1CCN(CC1)C1=NC=C(C=C1NC(C)=O)C(F)(F)F